benzyl-1-(4-morpholinophenyl)butane-1-one C(C1=CC=CC=C1)C(C(=O)C1=CC=C(C=C1)N1CCOCC1)CC